C1(CCCCC1)[C@@H](C(=O)N1CCN(CC1)C(=O)C=1N(C2=CC=C(C=C2C1)F)CCOC)NC(=O)[C@H](C)N(C(OC(C)(C)C)=O)C Tert-Butyl N-[(1S)-1-{[(1S)-1-cyclohexyl-2-(4-{[5-fluoro-1-(2-methoxyethyl)-1H-indol-2-yl]carbonyl}-piperazin-1-yl)-2-oxoethyl]carbamoyl}ethyl]-N-methylcarbamate